C1(C=2C(C(N1CCC(=O)Cl)=O)=CC=CC2)=O phthalimidopropionyl chloride